N-(4-Amino-1H-pyrazolo[4,3-c]pyridin-7-yl)-2-oxo-2-[rac-(2R,5S)-5-methyl-2-[1-(trifluoromethyl)cyclopropyl]-1-piperidyl]acetamide NC1=NC=C(C2=C1C=NN2)NC(C(N2[C@H](CC[C@@H](C2)C)C2(CC2)C(F)(F)F)=O)=O |r|